3-[2-(1-cyclopropyl-6-fluoro-1,3-benzodiazol-5-yl)ethynyl]-1-[(3S,5R)-5-(difluoromethyl)-1-(prop-2-enoyl)pyrrolidin-3-yl]-5-(methylamino)pyrazole-4-carboxamide C1(CC1)N1C=NC2=C1C=C(C(=C2)C#CC2=NN(C(=C2C(=O)N)NC)[C@@H]2CN([C@H](C2)C(F)F)C(C=C)=O)F